(R)-1-(4-(2-((1-(dimethylamino)propan-2-yl)oxy)-7-(3-hydroxynaphthalen-1-yl)-5,6,7,8-tetrahydropyrido[3,4-d]pyrimidin-4-yl)piperazin-1-yl)prop-2-en-1-one CN(C[C@@H](C)OC=1N=C(C2=C(N1)CN(CC2)C2=CC(=CC1=CC=CC=C21)O)N2CCN(CC2)C(C=C)=O)C